(s)-5,7-dihydrospiro[cyclopenta[b]pyridine-6,4'-piperidin]-5-amine HCl salt Cl.N1CCC2(CC1)[C@@H](C=1C(=NC=CC1)C2)N